C(#N)C1=CC(=C(OC=2C3=C(N=C(N2)NC2=CC=C(C=C2)C#N)CCN(C3)C([C@H](CC3=CC=CC=C3)NC(OC(C)(C)C)=O)=O)C(=C1)C)C (S)-Tert-butyl (1-(4-(4-cyano-2,6-dimethylphenoxy)-2-((4-cyanophenyl)amino)-7,8-dihydropyrido[4,3-d]pyrimidine-6(5H)-yl)-1-oxo-3-phenylpropane-2-yl)carbamate